10,13-dihydroxy-docos-15-enoic acid OC(CCCCCCCCC(=O)O)CCC(CC=CCCCCCC)O